5-(trifluoromethyl)-1',2',3',6'-tetrahydro-[2,4'-bipyridine] FC(C=1C=CC(=NC1)C=1CCNCC1)(F)F